N[C@@H]1C[C@@H]2N(C(CCN(C2=O)[C@@H](CNC(C2=CC(=C(C=C2)Cl)Cl)=O)CC(C)C)CCC2=CC=CC=C2)C1 N-((2R)-2-((8R,9aS)-8-amino-1-oxo-5-phenethylhexahydro-1H-pyrrolo[1,2-a][1,4]diazepin-2(3H)-yl)-4-methylpentyl)-3,4-dichlorobenzamide